Tert-butyl bromomethylbenzoate BrCC1=C(C(=O)OC(C)(C)C)C=CC=C1